tert-butyl (S)-4-(7-chloro-8-fluoro-2-((1-(pyrrolidin-1-ylmethyl)cyclopropyl)methoxy)pyridino[4,3-d]pyrimidin-4-yl)-2-(cyanomethyl)piperazine-1-carboxylate ClC1=C(C=2N=C(N=C(C2C=N1)N1C[C@@H](N(CC1)C(=O)OC(C)(C)C)CC#N)OCC1(CC1)CN1CCCC1)F